N,N-dihydroxymethylamine oxide O[N+](O)(C)[O-]